(S)-5-amino-3-(2-(4-(2,4-difluoro-5-(2-(methylsulfinyl)ethoxy)phenyl)piperazin-1-yl)ethyl)-8-(furan-2-yl)thiazolo[5,4-e][1,2,4]triazolo[1,5-c]pyrimidin-2(3H)-one NC1=NC2=C(C=3N1N=C(N3)C=3OC=CC3)SC(N2CCN2CCN(CC2)C2=C(C=C(C(=C2)OCC[S@@](=O)C)F)F)=O